methyl 3-(3-azido-2-methylpropoxy)-2-(3-iodophenyl)-2-methylpropanoate N(=[N+]=[N-])CC(COCC(C(=O)OC)(C)C1=CC(=CC=C1)I)C